1-butylpiperidine C(CCC)N1CCCCC1